1-benzyl-5-fluoro-1H-pyrrolo[2,3-b]pyridine-3-carboxylic acid methyl ester COC(=O)C1=CN(C2=NC=C(C=C21)F)CC2=CC=CC=C2